ClC=1C=C(C=CC1C=1N(C2=NC=NC(=C2N1)OC1(CC1)C)CC1=CC(=CC=C1)Cl)CCCC(C(=O)O)C 5-(3-chloro-4-(9-(3-chlorobenzyl)-6-(1-methylcyclopropoxy)-9H-purin-8-yl)phenyl)-2-methylpentanoic acid